ClC1=CC=C(C(=O)NC2N(C(N(S2)CC2=CC=C(C=C2)Cl)=O)COC(=O)C2N(CCC2)C)C=C1 2-({[5-(4-chlorobenzoylamino)-2-[(4-chlorophenyl)methyl]-3-oxo-1,2,4-thiadiazolidin-4-yl]methoxy}carbonyl)-1-methylpyrrolidine